C(C=C)[O-] allyl alcoholate